ClC=1C=C(C=CC1F)NC(=O)C=1N(C=C2C1CCC2NC(OCC#C)=O)C Prop-2-yn-1-yl (1-((3-chloro-4-fluorophenyl)carbamoyl)-2-methyl-2,4,5,6-tetrahydro cyclopenta[c]pyrrol-4-yl)carbamate